5-OXO-4,5-DIHYDROPYRAZINE-2-CARBOXYLIC ACID O=C1NC=C(N=C1)C(=O)O